[N+](=O)([O-])C1=CC=C(C=C1)C1=C(C=CC=C1)SC1=C(C=CC=C1)C1=CC=C(C=C1)[N+](=O)[O-] 4-nitrophenyl-phenylsulfide